C(C)(C)(C)C1CCC(CC1)NS(=O)(=O)C1=CC=2C(C3=CC(=CC=C3C(C2C=C1)=O)S(=O)(=O)NC1CCC(CC1)C(C)(C)C)=O N2,N7-bis(4-tert-butylcyclohexyl)-9,10-dioxo-9,10-dihydroanthracene-2,7-disulfonamide